BrC1=C(NC(=C1F)Cl)C(=O)OC methyl 3-bromo-5-chloro-4-fluoro-1H-pyrrole-2-carboxylate